tert-butyl 4-(5-methyl-3-((6-(trifluoromethyl)pyridin-3-yl)oxy)pyrazin-2-yl)piperidine-1-carboxylate CC=1N=C(C(=NC1)C1CCN(CC1)C(=O)OC(C)(C)C)OC=1C=NC(=CC1)C(F)(F)F